C1=CC=CC=2OC3=CC=CC=C3CC12.[Si] silicon xanthene